5-(piperidin-4-yl)-1H-indazole hydrochloride salt Cl.N1CCC(CC1)C=1C=C2C=NNC2=CC1